BrC=1C=C(C=CC1)CN1CCC(CC1)(CC#N)N1N=C(C(=C1)C(=O)N)NC(=O)C1CC1 1-[1-[(3-bromophenyl)methyl]-4-(cyanomethyl)-4-piperidyl]-3-(cyclopropanecarbonylamino)pyrazole-4-carboxamide